2-(2-(2-propoxyethoxy)ethoxy)bicyclo[2.2.1]hept-2-ene C(CC)OCCOCCOC=1C2CCC(C1)C2